N,N'-(2-oxopropane-1,3-diyl)distearamide O=C(CNC(CCCCCCCCCCCCCCCCC)=O)CNC(CCCCCCCCCCCCCCCCC)=O